CC=1C(=NC=CC1)C1=CC(=CC=C1)C(F)(F)F 3-methyl-2-(3-(trifluoromethyl)phenyl)pyridine